N-(1-(4-((2-(4-(2-Hydroxyacetyl)piperazin-1-yl)-4-(trifluoromethyl)benzyl)(methyl)amino)-4-methylpiperidine-1-carbonyl)-1H-pyrazol-3-yl)methanesulfonamide OCC(=O)N1CCN(CC1)C1=C(CN(C2(CCN(CC2)C(=O)N2N=C(C=C2)NS(=O)(=O)C)C)C)C=CC(=C1)C(F)(F)F